ethyl 5-chloro-2-((2-methoxy-4-methyl-phenyl)amino)-benzoate ClC=1C=CC(=C(C(=O)OCC)C1)NC1=C(C=C(C=C1)C)OC